3-(4,6-diphenyl-1,3,5-triazin-2-yl)-2,4,5,6-tetrakis(9-phenyl-9H-carbazol-1-yl)benzonitrile C1(=CC=CC=C1)C1=NC(=NC(=N1)C1=CC=CC=C1)C=1C(=C(C#N)C(=C(C1C1=CC=CC=2C3=CC=CC=C3N(C12)C1=CC=CC=C1)C1=CC=CC=2C3=CC=CC=C3N(C12)C1=CC=CC=C1)C1=CC=CC=2C3=CC=CC=C3N(C12)C1=CC=CC=C1)C1=CC=CC=2C3=CC=CC=C3N(C12)C1=CC=CC=C1